C(C)(C)(C)OC(=O)N(C=1N=C(N(C1S(=O)(=O)CC)C)C=1C=NN(C1)C1CC1)CC1=C(C(=O)OC)C=C(C=C1)OC(F)(F)F methyl 2-[[tert-butoxycarbonyl-[2-(1-cyclopropylpyrazol-4-yl)-5-ethylsulfonyl-1-methyl-imidazol-4-yl]amino]methyl]-5-(trifluoromethoxy)benzoate